(5-(((3S,4R)-4-methyl-1-((2-(tetrahydro-2H-pyran-4-yl)quinolin-6-yl)methyl)-pyrrolidin-3-yl)oxy)-1-oxoisoindolin-2-yl)piperidine-2,6-dione C[C@H]1[C@@H](CN(C1)CC=1C=C2C=CC(=NC2=CC1)C1CCOCC1)OC=1C=C2CN(C(C2=CC1)=O)N1C(CCCC1=O)=O